C(C)(C)(C)OC(=O)N[C@H](C)C(=O)ON1C(CCC1=O)=O 2,5-dioxopyrrolidin-1-yl (tert-butoxycarbonyl)-D-alaninate